CC1OC(CCO1)C 2,6-dimethyl-1,3-dioxane